CN1C(=NN=C1)C1(CC(C1)[S@](=O)C)C=1C=C(C=CC1)N1C(C2=CC(=CC(=C2C1)C(F)(F)F)CNC1(CCC1)C)=O 2-(3-((1S,3s)-1-(4-methyl-4H-1,2,4-triazol-3-yl)-3-((R)-methylsulfinyl)cyclobutyl)phenyl)-6-(((1-methylcyclobutyl)amino)methyl)-4-(trifluoromethyl)isoindolin-1-one